ClC=1C(=NC(=NC1)NC=1C=NN(C1)CC1=C(C=C(C=C1)NC(C=C)=O)F)C1=CNC2=CC=CC=C12 N-(4-((4-((5-chloro-4-(1H-indol-3-yl)pyrimidin-2-yl)amino)-1H-pyrazol-1-yl)methyl)-3-fluorophenyl)acrylamide